phenylpenta-2,4-dienoic acid C1(=CC=CC=C1)C(C(=O)O)=CC=C